N-methylmethansulfonamid CNS(=O)(=O)C